Methoxymethyl 4-((4-hydroxy-2,3,6-trimethylbenzoyl)oxy)-2,3,5,6-tetramethylbenzoate OC1=C(C(=C(C(=O)OC2=C(C(=C(C(=O)OCOC)C(=C2C)C)C)C)C(=C1)C)C)C